(6R)-6-({2-[3-(dimethylamino)phenyl][1,2,4]triazolo[1,5-c]quinazolin-5-yl}amino)-1,4-diazepan-5-one CN(C=1C=C(C=CC1)C1=NN2C(=NC=3C=CC=CC3C2=N1)N[C@H]1C(NCCNC1)=O)C